C(#N)C=1C=CC(=C(C1)C1=NC(=NC(=N1)C1=CC=CC=C1)C=1C=C(C=CC1F)C1=CC(=CC=C1)C#N)F 3'-(4-(5-cyano-2-fluorophenyl)-6-phenyl-1,3,5-triazin-2-yl)-4'-fluoro-[1,1'-biphenyl]-3-carbonitrile